3-methyldec-4-en-1-ol CC(CCO)C=CCCCCC